C(C1=CC=CC=C1)OC(=O)NC(C(=O)O)CCN1C(=NC2=C1C(=CC=C2)Br)C 2-(benzyloxycarbonylamino)-4-(7-bromo-2-methyl-benzimidazol-1-yl)butanoic acid